CCCC(=O)OCC1=CC=C(C=C1)OC ANISYL BUTYRATE